C(C)(C)(C)CCOCCOCCOCCOCCOCCOS(=O)(=O)C1=CC=C(C)C=C1 tert-butyl-17-(p-toluenesulfonyloxy)-3,6,9,12,15-pentaoxaheptadecane